CN1C2=C(OC[C@@H](C1=O)NC(C(=O)NCCC1=CC=CC=C1)=O)C=CC(=C2)C#CCOC2=CC=CC=C2 (S)-N1-(5-methyl-4-oxo-7-(3-phenyloxyprop-1-yn-1-yl)-2,3,4,5-tetrahydrobenzo[b][1,4]oxazepin-3-yl)-N2-phenethyloxalamide